methyl 3-(3-amino-5-(1-methyl-4-(methyl-d3)-1H-1,2,3-triazol-5-yl)pyridin-2-yl)-4-iodo-1-(methyl-d3)-1H-pyrazole-5-carboxylate NC=1C(=NC=C(C1)C1=C(N=NN1C)C([2H])([2H])[2H])C1=NN(C(=C1I)C(=O)OC)C([2H])([2H])[2H]